The molecule is an amino disaccharide consisting of a 3-deoxy-5-O-phosphono-D-manno-oct-2-ulose residue attached to beta-glucosamine via an alpha-(2->6)-linkage with an O-allyl group at the anomeric centre. It is an amino disaccharide and a glucosamine oligosaccharide. CC(=O)N[C@@H]1[C@H]([C@@H]([C@H](O[C@H]1OCC=C)CO[C@@]2(C[C@H]([C@H]([C@H](O2)[C@@H](CO)O)OP(=O)(O)O)O)C(=O)O)O)O